C(=O)O.O=C1NC(CCC1N1C(C2=CC=C(C=C2C1=O)N1CCN(CC1)CCCCCOC1=CC=C(C=C1)C(=C(CC)C1=CC=CC=C1)C1=CC=C(C=C1)O)=O)=O 2-(2,6-dioxopiperidin-3-yl)-5-(4-(5-(4-(1-(4-hydroxyphenyl)-2-phenylbut-1-en-1-yl)phenoxy)pentyl)piperazin-1-yl)isoindoline-1,3-dione formic acid salt